C(CCCC)C1CCC(CC1)C1CCC(CC1)C(=O)OCC(COC(CCCN(C)C)=O)COC(CCCCCCC\C=C/C\C=C/CCCCC)=O 3-((4-(dimethylamino)butanoyl)oxy)-2-((((9Z,12Z)-octadeca-9,12-dienoyl)oxy)methyl)propyl (1r,1's,4R,4'R)-4'-pentyl-[1,1'-bi(cyclohexane)]-4-carboxylate